2,3-dihydro-1H-pyrrolopyridine N1CCC2=C1C=CC=N2